C(C)(C)(C)OC(=O)N1C(C(C2=CC=CC=C12)(C)C)C(=O)O tert-butoxycarbonyl-3,3-dimethyl-indoline-2-carboxylic acid